CC1(OB(OC1(C)C)C1=CC=C(C=C1)N1CCN(CC1)C(=O)C1=CC=C(C#N)C=C1)C 4-(4-(4-(4,4,5,5-tetramethyl-1,3,2-dioxaborolan-2-yl)phenyl)piperazine-1-carbonyl)benzonitrile